ClC1=CC=C2NC=3CC(CC(C3C(C2=C1)=O)=O)C1=C(C=CC=C1)C 7-chloro-3-(o-tolyl)-3,4-dihydroacridine-1,9(2H,10H)-dione